nonane-1,6-dione C(CCCCC(CCC)=O)=O